10-oxa-1,3,7-triazaspiro[4.6]undecane-2,4-dione N1C(NC(C12CNCCOC2)=O)=O